C(#N)C1=CN=C2N1C=C(C=C2)N2C(=NC(=C2)C(C)(C)NC(C2=C(C=CC=C2)F)=O)C2=NC(=CC=C2)C N-(2-(1-(3-cyanoimidazo[1,2-a]pyridin-6-yl)-2-(6-methylpyridin-2-yl)-1H-imidazol-4-yl)propan-2-yl)-2-fluorobenzamide